tert-butyl 6-((N-(tert-butoxycarbonyl) sulfamoyl) (cyclobutyl) amino)-2-azaspiro[3.3]heptane-2-carboxylate C(C)(C)(C)OC(=O)NS(=O)(=O)N(C1CC2(CN(C2)C(=O)OC(C)(C)C)C1)C1CCC1